N-(4-(4-Amino-7-(tetrahydro-2H-pyran-4-yl)-7H-pyrrolo[2,3-d]pyrimidin-5-yl)phenyl)-5-(4-Chlorophenyl)-1-isopropyl-4-oxo-1,4-dihydropyridazine-3-carboxamide NC=1C2=C(N=CN1)N(C=C2C2=CC=C(C=C2)NC(=O)C2=NN(C=C(C2=O)C2=CC=C(C=C2)Cl)C(C)C)C2CCOCC2